C(C)(C)(C)OC(=O)N1[C@@H](COCC1)CC1=NC(=NO1)C1=CC=C(C=C1)CCCCCCCCCC.C1(=CC=CC=C1)C1=CC(=O)NC1=O |r| 3-phenyl-maleimide (±)-tert-butyl-3-((3-(4-decylphenyl)-1,2,4-oxadiazol-5-yl)methyl)morpholine-4-carboxylate